hydrobromic acid HCl Cl.Br